ClC=1C=CC=C2C=CC=C(C12)C1=C(C=2N=C(N=C(C2C=N1)N1C[C@H]2CC[C@@H](C1)N2C(=O)OC(C)(C)C)OC[C@H]2N(CCC2)C(C)C)F tert-butyl (1R,5S)-3-(7-(8-chloronaphthalen-1-yl)-8-fluoro-2-(((S)-1-isopropylpyrrolidin-2-yl)methoxy)pyrido[4,3-d]pyrimidin-4-yl)-3,8-diazabicyclo[3.2.1]octane-8-carboxylate